2,5-diketopyrrolidine O=C1NC(CC1)=O